C(C)(=O)C=1C(=CC(=C(C1)NC(N(CC)CC)=O)OC)O 3-(5-acetyl-4-hydroxy-2-methoxyphenyl)-1,1-diethylurea